neopentanetetrayltetrakis(3,5-di-t-butyl-4-hydroxycinnamate) C(C(CC(C(=O)[O-])=CC1=CC(=C(C(=C1)C(C)(C)C)O)C(C)(C)C)(C)C)(C(C(=O)[O-])=CC1=CC(=C(C(=C1)C(C)(C)C)O)C(C)(C)C)(C(C(=O)[O-])=CC1=CC(=C(C(=C1)C(C)(C)C)O)C(C)(C)C)C(C(=O)[O-])=CC1=CC(=C(C(=C1)C(C)(C)C)O)C(C)(C)C